acryloxyheptadecylfluorodimethylsilane C(C=C)(=O)OCCCCCCCCCCCCCCCCC[Si](C)(C)F